C(C)(C)(C)OC(=O)N1CC(C1)COC1=CC(=NC=C1)Cl 3-(((2-Chloropyridin-4-yl)oxy)methyl)azetidine-1-carboxylic acid tert-butyl ester